(R)-N-((1-(2,4-difluorobenzyl)spiro[2.2]pentan-1-yl)methyl)-5-oxo-4,5-dihydro-1,2,4-oxadiazole-3-carboxamide FC1=C(C[C@@]2(CC23CC3)CNC(=O)C3=NOC(N3)=O)C=CC(=C1)F